tert-butyl (S)-4-((S)-2-(azidomethyl) pent-4-en-1-yl)-2,2-dimethyloxazolidine-3-carboxylate N(=[N+]=[N-])C[C@H](C[C@@H]1N(C(OC1)(C)C)C(=O)OC(C)(C)C)CC=C